ClC=1C=CC(=C(C1)C1=CC(=C(N=N1)CO)NC1=CC=NC2=CC(=CC=C12)OCCN1CCN(CC1)C)F [6-(5-chloro-2-fluorophenyl)-4-({7-[2-(4-methylpiperazin-1-yl)ethoxy]quinolin-4-yl}-amino)pyridazin-3-yl]methanol